C(C)(C)(C)C1N=C(C2=CC=CC(=C2C1)CCC(=O)OCC)C tert-butyl-5-(3-ethoxy-3-oxopropyl)-1-methyl-3,4-dihydroisoquinoline